rac-(1R,8E,17S)-5-ethyl-3-imino-15,15-dimethyl-14,24-dioxa-2,4,18-triazahexacyclo[18.6.2.22,5.210,13.012,17.023,27]dotriaconta-8,10,12,20,22,27,29-heptaene-19,32-dione C(C)C12NC(N([C@@H]3CCOC4=CC=C(C(N[C@H]5CC(OC6=C5C=C(/C=C/CC1)C=C6)(C)C)=O)C=C34)C(C2)=O)=N |r|